C(N)(=O)C=1C=C(C=CC1)N(C(CNC(OC(C)(C)C)=O)=O)C tert-butyl 2-((3-carbamoylphenyl)(methyl)amino)-2-oxoethylcarbamate